(S)-1-((S)-8-(4'-(aminomethyl)-6-ethoxybiphenyl-3-ylsulfonyl)-1-oxa-8-azaspiro[4.5]decan-3-ylamino)-3-(3-(1-(hydroxymethyl)cyclopropylsulfonyl)phenoxy)propan-2-ol NCC1=CC=C(C=C1)C1=CC(=CC=C1OCC)S(=O)(=O)N1CCC2(C[C@@H](CO2)NC[C@@H](COC2=CC(=CC=C2)S(=O)(=O)C2(CC2)CO)O)CC1